C1(=CC=CC=C1)C1=CSC=2N=CN=C(C21)OCC2=CC=C(C=C2)S(=O)(=O)N 4-((5-Phenylthieno[2,3-d]pyrimidin-4-yl)oxymethyl)benzenesulfonamide